CC(C)(CCC(C)(OOC(C)(C)CC)C)OOC(C)(C)CC 2,5-dimethyl-2,5-di(t-amyl-peroxy)hexane